(4-(5-(2-(m-tolyloxy)ethyl)-2,3,4,5-tetrahydro-1H-benzo[b][1,4]diazepine-1-Carbonyl)phenyl)-[1,1'-biphenyl]-2-carboxamide C1(=CC(=CC=C1)OCCN1C2=C(N(CCC1)C(=O)C1=CC=C(C=C1)C1=C(C(=CC=C1)C1=CC=CC=C1)C(=O)N)C=CC=C2)C